N-(2-acetyl-5-sulfamoyl-1,2,3,4-tetrahydroisoquinolin-7-yl)-2-(2-chlorophenyl)acetamide (2-((2-oxoethyl)thio)ethyl)carbamate O=CCSCCNC(O)=O.C(C)(=O)N1CC2=CC(=CC(=C2CC1)S(N)(=O)=O)NC(CC1=C(C=CC=C1)Cl)=O